N,N-Dimethyl-4-[4-(1-cyanocyclobutylamino)phenyl]butanamide CN(C(CCCC1=CC=C(C=C1)NC1(CCC1)C#N)=O)C